BrC1=C(C=CC(=C1)I)CNC 1-(2-bromo-4-iodophenyl)-N,N-dimethylamine